FC1(CCC2=C(C=CC=C12)[C@@H](C)N)F (1R)-1-(1,1-difluoro-2,3-dihydro-1H-inden-4-yl)ethane-1-amine